2-(((7-Cyano-4-(4-(trifluoromethoxy)phenyl)benzo[d]thiazol-6-yl)amino)methyl)-N-hydroxyacrylamide C(#N)C1=C(C=C(C=2N=CSC21)C2=CC=C(C=C2)OC(F)(F)F)NCC(C(=O)NO)=C